COCC1=NC2=C(N1)C=C(C=C2C(=O)NCC2=C(C=CC=C2)C(F)(F)F)NC(=O)C2=C(C=CC=C2)C(F)(F)F 2-(methoxymethyl)-N-[2-(trifluoromethyl)benzyl]-6-({[2-(trifluoromethyl)phenyl]carbonyl}amino)-1H-benzimidazole-4-carboxamide